[N+](=O)([O-])C1=C(C=CC=C1)C1=C(C=C(C=C1)C1=C(C=CC=C1)[N+](=O)[O-])OCCN(C)C 2-((2,2''-dinitro-[1,1':4',1''-terphenyl]-2'-yl)oxy)-N,N-dimethylethan-1-amine